8-methoxy-3-methyl-3,4-dihydrocinnoline-6-carboxylic acid methyl ester COC(=O)C=1C=C2CC(N=NC2=C(C1)OC)C